N-[(3S)-5-methyl-4-oxo-2,3-dihydro-1,5-benzoxazepin-3-yl]spiro[5H-furo[3,4-d]pyrimidine-7,4'-tetrahydropyran]-2-carboxamide CN1C([C@H](COC2=C1C=CC=C2)NC(=O)C=2N=CC1=C(N2)C2(CCOCC2)OC1)=O